C(=O)C=1C=NC=CC1N 3-formyl-4-aminopyridine